6-(4,4-difluoro-1-methylcyclohexyl)-5-fluoropyridine-3-carbonyl azide FC1(CCC(CC1)(C)C1=C(C=C(C=N1)C(=O)N=[N+]=[N-])F)F